2-(2-fluoro-4-(4-hydroxy-3-isopropylbenzyl)-5-isopropylphenoxy)-N-methylacetamide FC1=C(OCC(=O)NC)C=C(C(=C1)CC1=CC(=C(C=C1)O)C(C)C)C(C)C